COC(=O)C1=C(C=C(C=C1)C1=CC=CC=2CN(COC21)C(=O)OC(C)(C)C)N2CCOCC2 tert-Butyl 8-(4-methoxycarbonyl-3-morpholin-4-ylphenyl)-2,4-dihydro-1,3-benzoxazine-3-carboxylate